tert-butyl (1-(1-(2-hydroxyethyl)-4-(2-isopropylpyridin-3-yl)-2-methyl-1H-imidazol-5-yl)ethyl)carbamate OCCN1C(=NC(=C1C(C)NC(OC(C)(C)C)=O)C=1C(=NC=CC1)C(C)C)C